C(C)(C)(C)OC(=O)N[C@@H](C(=O)O)C(C)(C)O (R)-2-((tert-butoxycarbonyl)amino)-3-hydroxy-3-methylbutanoic acid